ClC1=CC=C2C(NC(=NC2=C1)NC1=CC=CC=C1)=O 7-chloro-2-(phenylamino)quinazoline-4(3H)-One